3-(3-(((1S,4R,5R)-4-hydroxy-2-methyl-3-oxo-2-azabicyclo[3.1.0]hexan-4-yl)ethynyl)phenyl)imidazo[1,5-a]pyridine-1-carboxamide O[C@@]1(C(N([C@H]2C[C@@H]12)C)=O)C#CC=1C=C(C=CC1)C1=NC(=C2N1C=CC=C2)C(=O)N